tetramethyl-cyclodecadienemethanol CC1C(=C(C(=C(CCCCC1)CO)C)C)C